FC(COC=1C=C(C(=NC1)C(=O)O)SCC)(C)F 5-(2,2-difluoropropoxy)-3-ethylsulfanyl-pyridine-2-carboxylic acid